[3,7-Difluoro-2-(iodomethyl)indan-5-yl]-2-(dimethylamino)propanamide FC1C(CC2=C(C=C(C=C12)C(C(=O)N)(C)N(C)C)F)CI